6-chloro-N-methyl-pyridazin-3-amine ClC1=CC=C(N=N1)NC